C\C(=C/COCC#CCO)\CC\C=C(\CCC=C(C)C)/C 4-{[(2E,6E)-3,7,11-trimethyldodeca-2,6,10-trien-1-yl]oxy}but-2-yn-1-ol